FC1=CC(=C(C=C1)N1C(=C(C=2C1=CN=CC2)C(=O)C2CCN(CC2)C(=O)OC(C)(C)C)C)C(N(CC(F)(F)F)C(C)C)=O tert-Butyl 4-(1-(4-fluoro-2-(isopropyl(2,2,2-trifluoroethyl)carbamoyl)phenyl)-2-methyl-1H-pyrrolo[2,3-c]pyridine-3-carbonyl)piperidine-1-carboxylate